Pregnanediol-d5 [2H][C@@]1(CC[C@@H]2[C@@]1(CC[C@H]3[C@H]2CC[C@H]4[C@@]3(CC[C@H](C4)O)C)C)C([2H])(C([2H])([2H])[2H])O